COCC(CCCCCCCCCCCCC(C)C)(C)COC 1-methoxy-2-(methoxymethyl)-2,15-dimethylhexadecane